samarium phenylacrylate C1(=CC=CC=C1)OC(C=C)=O.[Sm]